OCC1=NC(=NC=C1)[C@@H]1[C@H](C1)C(=O)OCC |r| rac-ethyl (1S*,2S*)-2-(4-(hydroxymethyl)pyrimidin-2-yl)cyclopropane-1-carboxylate